C12CN(CC(CC1)N2)C=2C=C1C(N(C(C1=CC2)=O)N2C(NC(CC2)=O)=O)=O 5-(3,8-diazabicyclo[3.2.1]oct-3-yl)-2-(2,4-dioxotetrahydropyrimidin-1(2H)-yl)isoindoline-1,3-dione